(R)-1-(7-fluoro-2,3-diphenylquinolin-6-yl)-3-(2-hydroxybutyl)urea FC1=C(C=C2C=C(C(=NC2=C1)C1=CC=CC=C1)C1=CC=CC=C1)NC(=O)NC[C@@H](CC)O